O.ClC1=C(C(=O)N2COC3=C(C2)C=CC=C3C3=CC(=C(C(=O)O)C=C3F)N3C2COCC3CC2)C(=CC(=C1)N1CC2(C1)CCOCC2)Cl 4-[3-[2,6-Dichloro-4-(7-oxa-2-azaspiro[3.5]nonan-2-yl)benzoyl]-2,4-dihydro-1,3-benzoxazin-8-yl]-5-fluoro-2-(3-oxa-8-azabicyclo[3.2.1]oct-8-yl)benzoic acid hydrate